CN(C1(CCC2(CN(C(N2)=O)CC2=CC=C(C=C2)OC)CC1)C1=CC(=CC=C1)F)C cis-8-dimethylamino-8-(3-fluorophenyl)-3-[(4-methoxyphenyl)-methyl]-1,3-diazaspiro[4.5]decan-2-one